ethyl 1-amino-5-(4-chlorophenyl)-4-isopropylimidazole-2-carboxylate NN1C(=NC(=C1C1=CC=C(C=C1)Cl)C(C)C)C(=O)OCC